5-acetyl-2-(4-(benzyloxy)phenyl)-6,7-dihydro-4(5H)-benzofuranone C(C)(=O)C1CCC2=C(C=C(O2)C2=CC=C(C=C2)OCC2=CC=CC=C2)C1=O